2,3,4-trimethoxytoluene COC1=C(C)C=CC(=C1OC)OC